CC1(CC(C1)NC=1N=NC=C(N1)C)O cis-1-methyl-3-((5-methyl-1,2,4-triazin-3-yl)amino)cyclobutan-1-ol